6,7-dimethoxy-9-(6-(methyl(1-methyl-1H-1,2,4-triazol-3-yl)amino)pyridin-3-yl)naphtho[2,3-c]furan-1(3H)-one COC1=CC2=CC3=C(C(OC3)=O)C(=C2C=C1OC)C=1C=NC(=CC1)N(C1=NN(C=N1)C)C